4-(5-(7-(4,4-difluoropiperidin-1-yl)furo[2,3-c]pyridin-5-yl)-1,3,4-oxadiazol-2-yl)-3-(6-azaspiro[2.5]octan-6-yl)aniline FC1(CCN(CC1)C=1N=C(C=C2C1OC=C2)C2=NN=C(O2)C2=C(C=C(N)C=C2)N2CCC1(CC1)CC2)F